4-(cyclopropylmethyl)amino-5-methylpyrimidin C1(CC1)CNC1=NC=NC=C1C